COC=1C=C2NCCN(C2=CC1)C(=O)NC1=CC(=CC=C1)OC 6-methoxy-N-(3-methoxyphenyl)-3,4-dihydroquinoxaline-1(2H)-carboxamide